C(C)C(=CCP(O)(O)=O)CC.C(C=C)P(OCC)(OCC)=O diethyl allylphosphonate (Diethyl allylphosphonate)